(R)-2-chloro-N-(piperidin-3-yl)-7H-pyrrolo[2,3-d]pyrimidine-4-amine ClC=1N=C(C2=C(N1)NC=C2)N[C@H]2CNCCC2